O1C(=NCC1)C1=NC(=CC=C1)C=1OCCN1 2,6-bis(4,5-dihydrooxazol-2-yl)pyridine